N-methyl-2,2,6,6-tetramethylpiperidinyl acrylate C(C=C)(=O)OC1C(N(C(CC1)(C)C)C)(C)C